[Na+].C(C=C)(=O)[O-] 2-propenoic acid sodium salt